(R)-6-((3-(Hydroxymethyl)oxetan-3-yl)amino)-N-(6-methyl-2-(2-methylmorpholino)pyrimidin-4-yl)-2-(6-azaspiro[2.5]octan-6-yl)nicotinamide OCC1(COC1)NC1=NC(=C(C(=O)NC2=NC(=NC(=C2)C)N2C[C@H](OCC2)C)C=C1)N1CCC2(CC2)CC1